C12COCC(CC1)N2C=2C(=C(CN1CCCC13CCN(CC3)C(=O)OC(C(F)(F)F)C(F)(F)F)C=CC2)Cl 1,1,1,3,3,3-hexafluoropropan-2-yl 1-(3-(3-oxa-8-azabicyclo[3.2.1]octan-8-yl)-2-chlorobenzyl)-1,8-diazaspiro[4.5]decane-8-carboxylate